ClC1=C(C(=CC=C1)[N+](=O)[O-])N(S(=O)=O)C N-(2-chloro-6-nitrophenyl)-N-methylsulfonamide